(4-((2-(2,6-dioxopiperidin-3-yl)-1,3-dioxoisoindolin-5-yl)amino)butyl)-4-(4-(quinoxalin-2-yl)-1H-pyrazol-1-yl)piperidine-1-carboxamide O=C1NC(CCC1N1C(C2=CC=C(C=C2C1=O)NCCCCC1N(CCC(C1)N1N=CC(=C1)C1=NC2=CC=CC=C2N=C1)C(=O)N)=O)=O